2-(6,7-dihydro-4H-pyrazolo[5,1-c][1,4]oxazin-3-yl)-N-(5-(2-(3,3-dimethyl-azetidin-1-yl)acetamido)-2-methylpyridin-3-yl)pyrazolo[5,1-b]thiazole-7-carboxamide N1=CC(=C2COCCN21)C2=CN1C(S2)=C(C=N1)C(=O)NC=1C(=NC=C(C1)NC(CN1CC(C1)(C)C)=O)C